BrC1=C(C=CC(=N1)N(CC1=CC=C(C=C1)OC)CC1=CC=C(C=C1)OC)C(F)(F)F 6-bromo-N,N-bis[(4-methoxyphenyl)methyl]-5-(trifluoromethyl)pyridin-2-amine